N1(N=C(N=C1N([2H])[2H])[2H])[2H] 1H-1,2,4-triazole-1,3-d2-5-amine-d2